(R)-4-(7-chloro-1-methyl-1H-pyrazolo[4,3-b]pyridin-5-yl)-3-methylmorpholine hydrochloride Cl.ClC1=C2C(=NC(=C1)N1[C@@H](COCC1)C)C=NN2C